S(=O)(=O)(C1=CC=C(C)C=C1)OC(C#C)([2H])[2H] 3-(tosyloxy)(3,3-2H2)propyne